CN1N=C2C=C(C(=CC2=C1)NC(=O)N1CCC=2C1=NC=CC2N2C[C@@H](N(CC2)C(=O)OC(C)(C)C)C)C tert-butyl (S)-4-(1-((2,6-dimethyl-2H-indazol-5-yl)carbamoyl)-2,3-dihydro-1H-pyrrolo[2,3-b]pyridin-4-yl)-2-methylpiperazine-1-carboxylate